C(C=C)(=O)ONC(C)=O (acetylamino) acrylate